3-(3-fluoro-4-difluoromethoxyphenoxy)-N-(3-(S-methylsulfonimidoyl)phenyl)-6-(trifluoromethyl)pyridazine-4-carboxamide FC=1C=C(OC=2N=NC(=CC2C(=O)NC2=CC(=CC=C2)S(=O)(=N)C)C(F)(F)F)C=CC1OC(F)F